2,5-di(glycidoxymethyl)styrene C(C1CO1)OCC1=C(C=C)C=C(C=C1)COCC1CO1